C(C)(C)(C)OC(CC[C@@H](C(N)=O)N1C(C2=CC=C(C=C2C1)C(=O)O)=O)=O 2-[(1S)-4-tert-butoxy-1-carbamoyl-4-oxo-butyl]-1-oxo-isoindoline-5-carboxylic acid